ClC=1C(=CC2=C(N(C=N2)C)C1)C#CC1=NN(C(=C1C(=O)N)NC)[C@@H]1CN([C@H](C1)COC)C(C=C)=O 3-[2-(6-chloro-1-methyl-1,3-benzodiazol-5-yl)ethynyl]-1-[(3s,5r)-5-(methoxymethyl)-1-(prop-2-enoyl)pyrrolidin-3-yl]-5-(methylamino)pyrazole-4-carboxamide